9,10-bis(2-(2-oxazolyl)pyridin-5-yl)-2-phenylanthracene O1C(=NC=C1)C1=NC=C(C=C1)C=1C2=CC=CC=C2C(=C2C=CC(=CC12)C1=CC=CC=C1)C=1C=CC(=NC1)C=1OC=CN1